C(C=C)OCCOCCOCCOC Triethylene glycol mono(methyl) mono(allyl) ether